F/C=C(\CNC(OC(C)(C)C)=O)/COC=1C=NC(=NC1)N1CCC(CC1)OC tert-Butyl N-[(E)-3-fluoro-2-[[2-(4-methoxy-1-piperidyl)pyrimidin-5-yl]oxymethyl]allyl]carbamate